S1(C2=C(O[C@]3(CN1)COCC3)N=CC=C2)(=O)=O (R)-2',3',4,5-Tetrahydro-2H-spiro[furan-3,4'-pyrido[2,3-b][1,4,5]oxathiazepine]-1',1'-dioxide